C(C)(=O)N1C(/C(/NC(C1)=O)=C/C=1N=C(NC1C(C)C)C(CC)C1NCCOC1)=O (Z)-1-acetyl-3-((5-isopropyl-1-(3-morpholinyl)propyl-imidazol-4-yl)methylene)piperazine-2,5-dione